C1(CC1)CN1C(=CC=2C1=NC(=CC2)N2S(C(CCC2)C(C)C)(=O)=O)C=2N=C1N(C(=CC(=C1)C=O)OC)C2C [2-[1-(cyclopropylmethyl)-6-(1,1-dioxo-6-propan-2-ylthiazinan-2-yl)pyrrolo[2,3-b]pyridin-2-yl]-5-methoxy-3-methylimidazo[1,2-a]pyridin-7-yl]methanone